2-(3-methyl-1H-pyrazol-4-yl)-6-(trifluoromethoxy)-3,4-dihydroisoquinolin-1-one CC1=NNC=C1N1C(C2=CC=C(C=C2CC1)OC(F)(F)F)=O